Methyl 3-(carbamoyloxy)methyl-4-nitrobenzoate C(N)(=O)OCC=1C=C(C(=O)OC)C=CC1[N+](=O)[O-]